FC(OC1=NC=CC(=C1)CNC(=O)NCC(C)(C)C)F 1-[[2-(difluoromethoxy)pyridin-4-yl]methyl]-3-(2,2-dimethylpropyl)urea